(R)-6-(4-(4-amino-1-(ethyl-d5)-1H-pyrazol-5-yl)pyridin-2-yl)-6,6-dimethoxy-2-methylhexanoic acid NC=1C=NN(C1C1=CC(=NC=C1)C(CCC[C@H](C(=O)O)C)(OC)OC)C(C([2H])([2H])[2H])([2H])[2H]